C(C)(C)(C)OC(NC1=C(C=C(C=C1)OC1=C(C(=NC=C1)N)N)SCC)=O N-[4-[(2,3-diamino-4-pyridinyl)oxy]-2-ethylsulfanyl-phenyl]carbamic acid tert-butyl ester